C(C(O)CO)OC(CCCCCCC)=O.COC(=C(C(=O)O)OC)C1=CC=CC=C1 dimethoxycinnamic acid glyceryl-octanate